CC(NCCCCCCCCCCCC)(C(=O)O)C dimethyl-dodecylglycine